CC1=NC(=CC(=N1)NC(C)C=1C=C(C=CC1)NCC(=O)O)C1=CC(=CC=C1)OC N-{3-[1-({2-methyl-6-[3-(methyloxy)phenyl]pyrimidin-4-yl}amino)ethyl]phenyl}glycine